N-((1,2,3,5,6,7-hexahydro-s-indacen-4-yl)carbamoyl)-5-methyl-4-oxo-4,5,6,7-tetrahydrothieno[3,2-c]pyridine-2-sulfonamide C1CCC2=C(C=3CCCC3C=C12)NC(=O)NS(=O)(=O)C1=CC=2C(N(CCC2S1)C)=O